N6-coumarinylmethyl-adenine O1C(=O)C(=CC2=CC=CC=C12)CNC1=C2NC=NC2=NC=N1